(E)-N-(4-(8-(4-chloro-6-cyclopropyl-1,2-dimethyl-1H-benzo[d]imidazol-5-yl)indolizine-3-carbonyl)-2,6-difluorophenyl)-4-(((1r,4r)-4-methoxycyclohexyl)amino)but-2-enamide ClC1=C(C(=CC=2N(C(=NC21)C)C)C2CC2)C2=CC=CN1C(=CC=C21)C(=O)C2=CC(=C(C(=C2)F)NC(\C=C\CNC2CCC(CC2)OC)=O)F